C(C1=CC=CC=C1)NC1=NC=C(C=O)C=C1[N+](=O)[O-] 6-(BENZYLAMINO)-5-NITRONICOTINALDEHYDE